ClC=1C=CC=C2CCC(CC12)N1C(C2=C(CC1)N=C(N2)C2=C(C=CC=C2)Cl)C 5-(8-chloro-1,2,3,4-tetrahydronaphthalen-2-yl)-2-(2-chlorophenyl)-4-methyl-4,5,6,7-tetrahydro-3H-imidazo[4,5-c]pyridine